di(1-aminopentyl)dihexyl-phosphine imidazolium salt N1C=[NH+]C=C1.NC(CCCC)C(CCCCCPCCCCCC)C(CCCC)N